N=1C=CN2C1N=CC(=C2)C=2C=CN1N=C(N=CC12)NC1CCC(CC1)(O)C (1s,4s)-4-((5-(imidazo[1,2-a]pyrimidin-6-yl)pyrrolo[2,1-f][1,2,4]triazin-2-yl)amino)-1-methylcyclohexan-1-ol